N-(5-CHLORO-6-(2H-1,2,3-TRIAZOL-2-YL)PYRIDIN-3-YL)-N-METHYL-3-PHENYL-4-(TRIFLUOROMETHYL)ISOTHIAZOLE-5-CARBOXAMIDE ClC=1C=C(C=NC1N1N=CC=N1)N(C(=O)C1=C(C(=NS1)C1=CC=CC=C1)C(F)(F)F)C